[Zr+4].C(C(=C)C)(=O)[O-].C(C(=C)C)(=O)[O-].C(C(=C)C)(=O)[O-].C(C(=C)C)(=O)[O-] methacrylate zirconium